9-(4-chloro-2-fluoro-phenyl)-7-[(2R,4S)-2-(6-keto-1-methyl-3-pyridyl)tetrahydropyran-4-yl]-2,3-dimethyl-pyrimido[1,2-b]pyridazin-4-one ClC1=CC(=C(C=C1)C=1C=2N(N=C(C1)[C@@H]1C[C@@H](OCC1)C1=CN(C(C=C1)=O)C)C(C(=C(N2)C)C)=O)F